3-Methoxy-5-((4-methoxybenzyl)thio)pyridazine methyl-(S)-2-((S)-2-(tert-butoxycarbonylamino)-4,4-dimethylpentanamido)-4-methylpentanoate COC([C@H](CC(C)C)NC([C@H](CC(C)(C)C)NC(=O)OC(C)(C)C)=O)=O.COC=1N=NC=C(C1)SCC1=CC=C(C=C1)OC